1-(2,6-difluorophenyl)azetidine methyl-3-(3-carbamoylimidazo[1,5-a]pyridin-7-yl)-4-(trifluoromethyl)benzoate COC(C1=CC(=C(C=C1)C(F)(F)F)C1=CC=2N(C=C1)C(=NC2)C(N)=O)=O.FC2=C(C(=CC=C2)F)N2CCC2